N-[4-(7-Fluoro-1,3-benzoxazol-2-yl)phenyl]cyclopropancarboxamid FC1=CC=CC=2N=C(OC21)C2=CC=C(C=C2)NC(=O)C2CC2